2-(3-fluoro-4-methylbenzamido)benzo[d]thiazole-6-carboxylic acid FC=1C=C(C(=O)NC=2SC3=C(N2)C=CC(=C3)C(=O)O)C=CC1C